NCC1(CC(CCC1)CN)N 1,3-bis(aminomethyl)cyclohexylamine